5-(3-isopropyl-5-(piperidin-4-yl)-1H-indol-2-yl)benzo[d]isoxazol-3-amine C(C)(C)C1=C(NC2=CC=C(C=C12)C1CCNCC1)C=1C=CC2=C(C(=NO2)N)C1